N1(N=NC2=C1C=CC=C2)C2=C(C=CC(=C2)C)S(=O)(=O)[O-] 1H-benzo[d][1,2,3]triazol-1-yl-4-methylbenzenesulfonate